5-methyl-6-(p-tolyl)hex-3,5-dien-2-one CC(C=CC(C)=O)=CC1=CC=C(C=C1)C